NC=1C(=C(C(=C2C=C(N=CC12)NC=1C=NN(C1)C(C#N)C)Cl)C=1C=NC=CC1C)Cl 2-(4-(8-amino-5,7-dichloro-6-(4-methylpyridin-3-yl)isoquinolin-3-ylamino)-1H-pyrazol-1-yl)propanenitrile